sodium (S)-3-(2',5'-difluorobiphenyl-3-yl)-3-(3-(1,5-dimethyl-4-oxido-2-oxo-1,2-dihydropyridin-3-yl)ureido)propanoate FC1=C(C=C(C=C1)F)C1=CC(=CC=C1)[C@H](CC(=O)[O-])NC(=O)NC=1C(N(C=C(C1[O-])C)C)=O.[Na+].[Na+]